(Trimethylplumbyl)(trimethylsilyl)methane C[Pb](C)(C)C[Si](C)(C)C